COC1(COC1)C1=NC=CC(=C1[C@@H]1C[C@H](NCC1)C)C 2-(3-methoxyoxetan-3-yl)-4-methyl-3-((2R,4S)-2-methylpiperidin-4-yl)pyridine